N'-((3-(tert-butoxymethyl)-1,2,3,5,6,7-hexahydro-s-indacen-4-yl)carbamoyl)-6,7-dihydro-5H-pyrazolo[5,1-b][1,3]oxazine-3-sulfonimidamide C(C)(C)(C)OCC1CCC2=CC=3CCCC3C(=C12)NC(=O)N=S(=O)(N)C=1C=NN2C1OCCC2